CC1=NC=C(C(=N1)C)OC[C@@]1([C@@H](C1)C(=O)O)C1=CC(=CC=C1)F (1r,2s)-2-{[(2,4-dimethylpyrimidin-5-yl)oxy]methyl}-2-(3-fluorophenyl)cyclopropanecarboxylic acid